4-iodo-1-(propan-2-yl)pyrazole IC=1C=NN(C1)C(C)C